The molecule is a thiourea resulting from the formal condensation of the secondary amino group of 1-methylpiperazine and the primary amino group of N-(4-nitrophenyl)benzene-1,4-diamine with carbonothioic O,O-acid. It has a role as an antinematodal drug. It is a C-nitro compound, a N-methylpiperazine, a member of thioureas and a secondary amino compound. It derives from a diphenylamine. CN1CCN(CC1)C(=S)NC2=CC=C(C=C2)NC3=CC=C(C=C3)[N+](=O)[O-]